BrC1=NC(=CC(=C1)N1CCOCC1)Br 4-(2,6-dibromopyridin-4-yl)morpholine